[3-(2-Chloroethyl)ureido]benzene ClCCNC(NC1=CC=CC=C1)=O